BrC=1C(=C(C(=NC1)C(F)(F)F)F)SCCC(=O)N(C)OC 3-((5-bromo-3-fluoro-2-(trifluoromethyl)pyridin-4-yl)thio)-N-methoxy-N-methylpropanamide